Cl.NC1CCN(CC1)C=1C=2N(C=C(C1)C=1C=NN(C1)C)N=CC2C#N 4-(4-aminopiperidin-1-yl)-6-(1-methyl-1H-pyrazol-4-yl)pyrazolo[1,5-a]pyridine-3-Formonitrile hydrochloride